3-(2-(Trifluoromethyl)benzyl)-5,6-dihydroimidazo[1,2-a]pyrazine-7(8H)-carboxylate FC(C1=C(CC2=CN=C3N2CCN(C3)C(=O)[O-])C=CC=C1)(F)F